3-({3-[(2S)-2-(4-fluorophenyl)-2-hydroxyethyl]-1,2,4-oxadiazol-5-yl}methyl)-5-methyl-1,2,3,4-tetrahydropyrimidine-2,4-dione FC1=CC=C(C=C1)[C@H](CC1=NOC(=N1)CN1C(NC=C(C1=O)C)=O)O